2-(benzylthio)-8-cyclopropyl-5H,6H,8H-imidazo[2,1-c][1,4]oxazine C(C1=CC=CC=C1)SC=1N=C2C(OCCN2C1)C1CC1